3-(9-((4-(aminomethyl)-2-methylphenyl)carbamoyl)-4,5-dihydrobenzo[b]thieno[2,3-d]oxepin-8-yl)-6-(bicyclo[2.2.1]heptan-1-ylcarbamoyl)picolinic acid NCC1=CC(=C(C=C1)NC(=O)C1=CC2=C(OCCC3=C2SC=C3)C=C1C=1C(=NC(=CC1)C(NC13CCC(CC1)C3)=O)C(=O)O)C